CSC(C=O)C METHYL-THIOPROPANAL